4-(difluoromethyl)pyridin-2-amine hydrochloride Cl.FC(C1=CC(=NC=C1)N)F